ClC1=C(C=CC=C1)CC(=O)NC1=CC(=C(C=C1)N1N=C(N=C1)C#N)S(N)(=O)=O 2-(2-chlorophenyl)-N-[4-(3-cyano-1H-1,2,4-triazol-1-yl)-3-sulfamoylphenyl]acetamide